5-[1-(2-Fluoro-6-methyl-phenyl)-pyrrolidin-3-yl]-2-methyl-7-(2-trifluoromethyl-benzyl)-2,4,5,7-tetrahydro-pyrazolo[3,4-d]pyrimidin-6-on FC1=C(C(=CC=C1)C)N1CC(CC1)N1C(N(C=2C(C1)=CN(N2)C)CC2=C(C=CC=C2)C(F)(F)F)=O